O[C@@]1(CC[C@@]2([C@H]3CC[C@@]4([C@H](CC[C@H]4[C@@H]3CC[C@H]2C1)C(CN1C=NC=C1)=O)C)C)C([2H])([2H])OC([2H])([2H])[2H] 1-((3R,5S,8R,9S,10S,13S,14S,17S)-3-hydroxy-3-((methoxy-d3)methyl-d2)-10,13-dimethylhexadecahydro-1H-cyclopenta[a]phenanthren-17-yl)-2-(1H-imidazol-1-yl)ethan-1-one